C(C)(C)(C)OC(=O)C1(CC(C2=CC(=CC=C12)N(C)C)CC(=O)OC)C(=O)OC(C)(C)C di-tert-butyl-5-(dimethylamino)-3-(2-methoxy-2-oxoethyl)-2,3-dihydro-1H-indene-1,1-dicarboxylate